methyl 3-(2-(((1s,3s)-3-((tert-butoxycarbonyl) amino) cyclohexyl) amino)-5-(trifluoromethyl) pyrimidin-4-yl)-7-(dimethylphosphoryl)-1H-indole-6-carboxylate C(C)(C)(C)OC(=O)N[C@@H]1C[C@H](CCC1)NC1=NC=C(C(=N1)C1=CNC2=C(C(=CC=C12)C(=O)OC)P(=O)(C)C)C(F)(F)F